(S)-1-amino-2-(1-methacryloylpyrrolidin-2-yl)-4-(4-(pyridin-2-ylcarbamoyl)Phenyl)-1H-imidazole-5-carboxamide NN1C(=NC(=C1C(=O)N)C1=CC=C(C=C1)C(NC1=NC=CC=C1)=O)[C@H]1N(CCC1)C(C(=C)C)=O